6-(6-(1-((1S,2S,3S,5R)-2-fluoro-9-azabicyclo[3.3.1]nonan-3-yl)vinyl)pyridazin-3-yl)isoquinolin-7-ol F[C@@H]1[C@@H]2CCC[C@H](C[C@H]1C(=C)C1=CC=C(N=N1)C=1C=C3C=CN=CC3=CC1O)N2